NC=1C=C(C=CC1N)CC1=CC(=C(C=C1)N)N bis(3,4-diaminophenyl)methane